O1C(=CC2=C1C=CC=C2)C2=CC=C(C=C2)N(C2=CC=C(C=C2)C2=CC1=C(N=C(O1)C1=CC3=CC=CC=C3C=C1)C=C2)C2=CC=C(C=C2)C=2OC1=C(C2)C=CC=C1 N,N-bis(4-benzofuran-2-yl-phenyl)-N-{4-(2-naphthalen-2-yl-benzooxazol-6-yl)-phenyl}-amine